C1(=CC(=C(C=C1)C(=O)O)C(=O)O)C=1CC(C(=CC1)C(=O)O)(C1=CC=CC=C1)C(=O)O m-terphenyl-3,3',4,4'-tetracarboxylic acid